COC(NC1=NC=CC(=C1)C1=CC(=C(C=C1)OC[C@@](CC(C)C)(C)N)S(=O)(=O)C)=O (S)-(4-(4-((2-amino-2,4-dimethylpentyl)oxy)-3-(methylsulfonyl)phenyl)pyridin-2-yl)carbamic acid methyl ester